C(N)(=N)C=1C=C(SC1)CNC(=O)[C@H]1N(CC2(OCCO2)C1)C(CNC(=O)C1=CC(=C(C=C1)C1=CC=CC=C1)F)=O (S)-N-((4-carbamimidoylthiophen-2-yl)methyl)-7-((2-fluoro-[1,1'-biphenyl]-4-carbonyl)glycyl)-1,4-dioxa-7-azaspiro[4.4]nonane-8-carboxamide